8-(3-Allyl-2-fluoro-phenyl)-3-methyl-imidazo[1,2-a]pyrazinepropionnitrile C(C=C)C=1C(=C(C=CC1)C=1C=2N(C=CN1)C(=C(N2)CCC#N)C)F